C1[C@H]([C@@H]([C@H]([C@@H](O1)O[C@@H]2[C@H]([C@@H]([C@H](O[C@H]2OC3=C([O+]=C4C=C(C=C(C4=C3)O[C@H]5[C@@H]([C@H]([C@@H]([C@H](O5)COC(=O)CC(=O)O)O)O)O)O)C6=CC(=C(C=C6)O)O)COC(=O)/C=C/C7=CC=C(C=C7)O[C@H]8[C@@H]([C@H]([C@@H]([C@H](O8)CO)O)O)O)O)O)O)O)O The molecule is an anthocyanin cation found in the leaves and stems of Arabidopsis thaliana. It has a role as a metabolite. It derives from a cyanidin cation. It is a conjugate acid of a cyanidin 3-O-[6-O-(4-O-beta-D-glucosyl-p-coumaroyl)-2-O-(beta-D-xylosyl)-beta-D-glucosyl]-5-O-(6-O-malonyl-beta-D-glucoside)(1-).